[Si](C1=CC=CC=C1)(C1=CC=CC=C1)(C(C)(C)C)OCCN(C(CNC(N(CC)[C@H](C)C1=CC(=CC=C1)C=1N=C(C=2N(C1)C=CN2)Cl)=O)C(F)(F)F)C 3-(2-((2-((tert-butyldiphenylsilyl)oxy)ethyl)(methyl)amino)-3,3,3-trifluoropropyl)-1-((R)-1-(3-(8-chloroimidazo[1,2-a]pyrazin-6-yl)phenyl)ethyl)-1-ethylurea